4-(2,6-dimethyl-4-nitrophenyl)-1-methyl-1,2,3,6-tetrahydropyridine CC1=C(C(=CC(=C1)[N+](=O)[O-])C)C=1CCN(CC1)C